4-(2-(bis(2-methoxyethyl)amino)ethoxy)-benzamide COCCN(CCOC1=CC=C(C(=O)N)C=C1)CCOC